4-methyl-6-oxo-(2,4-dichlorophenyl)-phenyl-1,6-dihydropyridazine-3-carboxylic acid CC=1C=CC(C(C1)=O)N1N=C(C(=CC1)C1=C(C=C(C=C1)Cl)Cl)C(=O)O